C[Si](OCC#N)(C)C 2-(trimethylsilyl)oxyacetonitrile